3-nonenoic acid methyl ester COC(CC=CCCCCC)=O